bis(pentafluorophenyl)carbonate FC1=C(C(=C(C(=C1OC(OC1=C(C(=C(C(=C1F)F)F)F)F)=O)F)F)F)F